tert-butyl (1R,5R)-6-(4-amino-5-fluoro-6-(3-(methoxymethoxy)-8-((triisopropylsilyl)ethynyl)naphthalen-1-yl)nicotinoyl)-2,6-diazabicyclo[3.2.0]heptane-2-carboxylate NC1=C(C(=NC=C1C(=O)N1[C@@H]2CCN([C@@H]2C1)C(=O)OC(C)(C)C)C1=CC(=CC2=CC=CC(=C12)C#C[Si](C(C)C)(C(C)C)C(C)C)OCOC)F